CC1=C(C(=CC(=C1)C)C)S(=O)(=O)C1=NNC=N1 3-(2,4,6-trimethylphenylsulfonyl)-1,2,4-triazole